6-[[4-[[(1S)-2-hydroxy-1-phenyl-ethyl]amino]-5-(5-methyl-1,3,4-oxadiazol-2-yl)pyrimidin-2-yl]amino]-3,4-dihydro-1H-quinolin-2-one OC[C@H](C1=CC=CC=C1)NC1=NC(=NC=C1C=1OC(=NN1)C)NC=1C=C2CCC(NC2=CC1)=O